BrC=1C=C(C=CC1)CC(C(=O)OC)(C)C methyl 3-(3-bromophenyl)-2,2-dimethyl-propanoate